ClC=1N=NC(=C(C1C1=C(C=CC=C1F)F)C1=CC=CC=C1)C 3-chloro-4-(2,6-difluorophenyl)-6-methyl-5-phenylpyridazine